O=C1N(C=2C(=NC=CC2)N1)C1CCN(CC1)C(=O)O[C@@H]1CC[C@H](\C(\C=2C1=NC=CC2)=N/O)C2=C(C(=CC=C2)F)F (6S,9R,E)-6-(2,3-difluorophenyl)-5-(hydroxyimino)-6,7,8,9-tetrahydro-5H-cyclohepta[b]pyridin-9-yl 4-(2-oxo-2,3-dihydro-1H-imidazo[4,5-b]pyridin-1-yl)piperidine-1-carboxylate